C1=CSC(=C1)C(=O)[O-] thiolformate